C(CC(C)CCC=C(C)C)#N citronellnitrile